ClC=1C=CC(=C(CNCC2CCN(CC2)C(=O)OC(C)(C)C)C1)OCCCO tert-butyl 4-(((5-chloro-2-(3-hydroxypropoxy)benzyl)amino)methyl)piperidine-1-carboxylate